benzyl N-(2-fluoro-3-{[2-oxo-7-(pyridazin-3-yloxy)-2,3-dihydrospiro[1,3-benzoxazine-4,1'-cyclobutan]-3-yl]methyl}phenyl)carbamate FC1=C(C=CC=C1CN1C(OC2=C(C=CC(=C2)OC=2N=NC=CC2)C12CCC2)=O)NC(OCC2=CC=CC=C2)=O